N-neohexylpyrrole C(CC(C)(C)C)N1C=CC=C1